(1r,2s)-2-{3-[(5-chloro-2-isopropylpyrimidin-4-yl)amino]-1H-indazol-6-yl}-5'-methoxy-1'H-spiro[cyclopropan-1,3'-indol]-2'-one ClC=1C(=NC(=NC1)C(C)C)NC1=NNC2=CC(=CC=C12)[C@@H]1C[C@@]12C(NC1=CC=C(C=C21)OC)=O